4-((3',4'-dichloro-[1,1'-biphenyl]-4-yl)difluoromethyl)-1H-1,2,3-triazole-5-carboxylic acid ClC=1C=C(C=CC1Cl)C1=CC=C(C=C1)C(C=1N=NNC1C(=O)O)(F)F